tert-Butyl (1-acetylpiperidin-4-yl)((6-(2-chloro-3-(3-chloro-2-(2-(hydroxymethyl)-4-methoxypyrrolo[2,1-f][1,2,4]triazin-6-yl)pyridin-4-yl)phenyl)-2-methoxypyridin-3-yl)methyl)carbamate C(C)(=O)N1CCC(CC1)N(C(OC(C)(C)C)=O)CC=1C(=NC(=CC1)C1=C(C(=CC=C1)C1=C(C(=NC=C1)C=1C=C2C(=NC(=NN2C1)CO)OC)Cl)Cl)OC